(3R,4R)-1-cyclohexyl-4-{[5-(2,4-difluoro-phenyl)-[1,2,4]oxadiazole-3-carbonyl]-amino}-piperidine-3-carboxylic acid (1-pyridin-2-yl-cyclopropyl)-amide N1=C(C=CC=C1)C1(CC1)NC(=O)[C@@H]1CN(CC[C@H]1NC(=O)C1=NOC(=N1)C1=C(C=C(C=C1)F)F)C1CCCCC1